ClC=1C=CC2=C(N=C(O2)N2CC3(C2)CC(C3)NC(=O)C3(CS(CC3)(=O)=O)C)C1 N-[2-(5-chloro-1,3-benzoxazol-2-yl)-2-azaspiro[3.3]heptan-6-yl]-3-methyl-1,1-dioxo-thiolane-3-carboxamide